CC1=C(C=CC(=C1C)O)S(=O)(=O)C1=C(C(=C(C=C1)O)C)C bis-(2,3-dimethyl-4-hydroxyphenyl) sulfone